1-(2-deoxy-2-fluoro-β-D-arabinofuranosyl)-5-chlorocytosine F[C@@H]1[C@@H](O[C@@H]([C@H]1O)CO)N1C(=O)N=C(N)C(=C1)Cl